(3-chloro-5-(difluoromethyl)-1-ethyl-1H-pyrazol-4-yl)methanol tert-butyl((3R,4R)-1-(2-amino-5-(3,5-difluorophenyl)-3-nitropyridin-4-yl)-3-methoxypiperidin-4-yl)carbamate C(C)(C)(C)N(C(=O)OCC=1C(=NN(C1C(F)F)CC)Cl)[C@H]1[C@@H](CN(CC1)C1=C(C(=NC=C1C1=CC(=CC(=C1)F)F)N)[N+](=O)[O-])OC